3-((2-(3-(dimethylamino)phenoxy)ethoxy)methyl)-N-(3-methoxybenzyl)-N-(3-(4-methylpiperazin-1-yl)benzyl)aniline CN(C=1C=C(OCCOCC=2C=C(N(CC3=CC(=CC=C3)N3CCN(CC3)C)CC3=CC(=CC=C3)OC)C=CC2)C=CC1)C